2-(2-oxo-6-(trifluoromethyl)quinolin-1(2H)-yl)acetic acid O=C1N(C2=CC=C(C=C2C=C1)C(F)(F)F)CC(=O)O